4-(1-cyclopentyl-1H-pyrazolo[4,3-b]pyridin-6-yl)-5-fluoro-N-(4-(4-isopropylpiperazin-1-yl)phenyl)pyrimidin-2-amine C1(CCCC1)N1N=CC2=NC=C(C=C21)C2=NC(=NC=C2F)NC2=CC=C(C=C2)N2CCN(CC2)C(C)C